BrC=1C=NC(=NC1)C1=CC=C(CN(CC(=O)OC(C)(C)C)C(C2=CC=C(C=C2)NC(CC2=C(C=C(C=C2)OC)C(F)(F)F)=O)=O)C=C1 Tert-butyl N-(4-(5-bromopyrimidin-2-yl)benzyl)-N-(4-(2-(4-methoxy-2-(trifluoromethyl)phenyl)acetamido)benzoyl)glycinate